(3,5-dichlorophenyl)-benzoxazole-6-carboxylic acid ClC=1C=C(C=C(C1)Cl)C=1OC2=C(N1)C=CC(=C2)C(=O)O